8-(2-(3'-chloro-[1,1'-biphenyl]-3-yl)acetyl)-2-(1-phenylcyclopropyl)-3,5,6,7,8,9-hexahydro-4H-pyrimido[4,5-c]azepin-4-one ClC=1C=C(C=CC1)C1=CC(=CC=C1)CC(=O)N1CC2=C(CCC1)C(NC(=N2)C2(CC2)C2=CC=CC=C2)=O